(3aR,7aS)-octahydro-pyrrolo[3,4-c]pyridine-5-carboxylate C1NC[C@@H]2CN(CC[C@@H]21)C(=O)[O-]